[Pd](Cl)Cl.C1(=C(C=CC=C1)P(C1=C(C=CC=C1)C)C1=C(C=CC=C1)C)C.C1(=C(C=CC=C1)P(C1=C(C=CC=C1)C)C1=C(C=CC=C1)C)C bis[tris(o-tolyl)phosphine] palladium (II) dichloride